phenyl(phenylbenzselenophenyl)(dimethylfluorenyl)triazine C1(=CC=CC=C1)C1=C(C(=NN=N1)C1=C(C(=CC=2C3=CC=CC=C3CC12)C)C)C=1[Se]C2=C(C1C1=CC=CC=C1)C=CC=C2